1-(BUT-3-YN-1-YL)-N-(2,4-DIMETHOXYBENZYL)-3-IODO-1H-PYRAZOLO[3,4-D]PYRIMIDIN-4-AMINE C(CC#C)N1N=C(C=2C1=NC=NC2NCC2=C(C=C(C=C2)OC)OC)I